tert-butyl 4-(4-(3-chloro-4-(dimethylcarbamoyl)phenyl)pyridin-2-yl)-5,6-dihydropyridine-1(2H)-carboxylate ClC=1C=C(C=CC1C(N(C)C)=O)C1=CC(=NC=C1)C1=CCN(CC1)C(=O)OC(C)(C)C